C(C(C)C)[C@@H]1N2[C@@H](CC3=C1NC=1C=C(C=CC31)OC)C(N[C@H](C2=O)CC(=O)OCC2=CC=CC=C2)=O benzyl 2-((3S,6S,12aS)-6-isobutyl-9-methoxy-1,4-dioxo-1,2,3,4,6,7,12,12a-octahydropyrazino[1',2':1,6]pyrido[3,4-b]indol-3-yl)acetate